(4-amino-1,3-dihydrofuro[3,4-c]quinolin-8-yl)((3S)-3-(4-(2,2,2-trifluoroethyl)phenyl)-4-morpholinyl)methanone NC1=NC=2C=CC(=CC2C2=C1COC2)C(=O)N2[C@H](COCC2)C2=CC=C(C=C2)CC(F)(F)F